OC(C)(C)C1=CC=C(C#N)C=C1 4-(2-hydroxyprop-2-yl)benzonitrile